FC(C(=O)O)(F)F.N1CCC(CCC1)C(=O)N1[C@H](C2=C(C=C(C=C2CC1)Cl)Cl)C azepan-4-yl((S)-6,8-dichloro-1-methyl-3,4-dihydroisoquinolin-2(1H)-yl)methanone trifluoroacetic acid salt